(S)-1-[(S)-1-{[4-(Acetylaminometh-yl)-1-piperidyl]carbonyl}-3-methylbutyl]-3-isobutyl-2-piperazinone C(C)(=O)NCC1CCN(CC1)C(=O)[C@H](CC(C)C)N1C([C@@H](NCC1)CC(C)C)=O